di-n-butyl 2-cyano-2,3-diisopropylsuccinate C(#N)C(C(=O)OCCCC)(C(C(=O)OCCCC)C(C)C)C(C)C